2,2-dimethyloxetan-4-one CC1(OC(C1)=O)C